ClC1=C(C(=O)P(C2=C(C=CC(=C2)C)C)(C(C2=C(C=CC=C2Cl)Cl)=O)=O)C(=CC=C1)Cl Bis(2,6-dichlorobenzoyl)-2,5-dimethylphenylphosphine oxide